COCCS(=O)CC1=NC=CC(=C1)N 2-(((2-methoxyethyl)sulfinyl)methyl)pyridin-4-amine